4,5-Dichloro-1H-pyrazole ClC=1C=NNC1Cl